(2E)-3-(4-Azidophenyl)-1-(4-hydroxyphenyl)prop-2-en-1-one N(=[N+]=[N-])C1=CC=C(C=C1)/C=C/C(=O)C1=CC=C(C=C1)O